N(C1=CC=CC=C1)C1=C(NC2=C1C(N(C=C2CC2CC2)C)=O)C2=CC(=NC=C2)NC(CC2=CC=C(C=C2)F)=O N-{4-[3-anilino-7-(cyclopropylmethyl)-5-methyl-4-oxo-4,5-dihydro-1H-pyrrolo[3,2-c]pyridin-2-yl]pyridin-2-yl}-2-(4-fluorophenyl)acetamide